CN1C2CC(CC1CC2)NC=2C(=C1C(=CN2)OC(=C1)C#N)C#C[Si](C)(C)C 5-((8-methyl-8-azabicyclo[3.2.1]octan-3-yl)amino)-4-((trimethylsilyl)ethynyl)furo[2,3-c]pyridine-2-carbonitrile